C1C=CN2C3=C(C=CC=C13)C=CC2 1H,5H-pyrido[3,2,1-ij]quinolin